3-((2-fluorobenzyl)amino)-4-(methyl(4-(5-(trifluoromethyl)-1,2,4-oxadiazol-3-yl)benzyl)amino)cyclobut-3-ene-1,2-dione FC1=C(CNC=2C(C(C2N(CC2=CC=C(C=C2)C2=NOC(=N2)C(F)(F)F)C)=O)=O)C=CC=C1